[3-(Methanesulfonylmethyl)azetidin-1-yl]methylaniline CS(=O)(=O)CC1CN(C1)CNC1=CC=CC=C1